tert-butyl 4-(3-(2-fluoro-4-(hydrazinecarbonyl)benzyl)-2-oxo-2,3-dihydro-1H-benzo[d]imidazole-1-yl)piperidine-1-carboxylate FC1=C(CN2C(N(C3=C2C=CC=C3)C3CCN(CC3)C(=O)OC(C)(C)C)=O)C=CC(=C1)C(=O)NN